1-benzyl-1H-1,2,3-triazol C(C1=CC=CC=C1)N1N=NC=C1